COC(=O)C1=C(N=NC(=C1)Cl)N(C)C 6-chloro-3-(dimethylamino)pyridazine-4-carboxylic acid methyl ester